ClC1=CC=C(CN2C3(CCN(C3)C(=O)NC)C(N(CC2=O)C(C)C)=O)C=C1 6-(4-chlorobenzyl)-9-isopropyl-N-methyl-7,10-dioxo-2,6,9-triazaspiro-[4.5]decane-2-carboxamide